C[C@@H]1CN(C[C@@H](N1)C)C1=CC=CC(=N1)CNC=1C2=C(N=CN1)NC=C2[C@@H]2C[C@@H](OCC2)C |o1:25,27| N-((6-((3R,5S)-3,5-Dimethylpiperazin-1-yl)pyridin-2-yl)methyl)-5-((2S*,4S*)-2-methyltetrahydro-2H-pyran-4-yl)-7H-pyrrolo[2,3-d]pyrimidin-4-amine